6-[2-(5,5,8,8-Tetramethyl-6,7-dihydronaphthalen-2-yl)-1,3-dithiolan-2-yl]naphthalene-2-carboxylic acid CC1(C=2C=CC(=CC2C(CC1)(C)C)C1(SCCS1)C=1C=C2C=CC(=CC2=CC1)C(=O)O)C